3-(4-(tert-butyl)benzoylamino)-5-(1-phenyl-1H-pyrazol-4-yl)benzofuran-2-carboxylic acid C(C)(C)(C)C1=CC=C(C(=O)NC2=C(OC3=C2C=C(C=C3)C=3C=NN(C3)C3=CC=CC=C3)C(=O)O)C=C1